3-(2-methyl-3-(1,4-benzodioxan-6-yl)anilino)-1-methylpyrazolo[4,5-b]pyridine CC1=C(NC2=NN(C=3C2=NC=CC3)C)C=CC=C1C1=CC3=C(OCCO3)C=C1